(2S,4R)-1-((S)-2-(5-Aminopentanamido)-3,3-dimethylbutanoyl)-4-hydroxy-N-(4-(4-methylthiazol-5-yl)benzyl)pyrrolidine-2-carboxamide hydrochloride Cl.NCCCCC(=O)N[C@H](C(=O)N1[C@@H](C[C@H](C1)O)C(=O)NCC1=CC=C(C=C1)C1=C(N=CS1)C)C(C)(C)C